[N+](=O)([O-])C1=CC=C(O1)C=O 5-nitrofuran-2-carboxaldehyde